BrC1=C(C=CC(=C1)C(C)(C)C1CC1)OC 2-bromo-4-(2-cyclopropylpropan-2-yl)-1-methoxybenzene